N=1CC=CC2=CC(C3=CC=CN=C3C12)=O phenanthroline-6(2H)-one